(R)-2-(2,5-difluorophenyl)pyrrolidine (R)-2-hydroxy-succinate O[C@@H](C(=O)O)CC(=O)O.FC1=C(C=C(C=C1)F)[C@@H]1NCCC1